8-(2,6-difluoro-4-nitrophenoxy)-7-fluoro-2,3-dimethoxy-1,5-naphthyridine FC1=C(OC=2C(=CN=C3C=C(C(=NC23)OC)OC)F)C(=CC(=C1)[N+](=O)[O-])F